4-amino-7-cyclopropyl-1-[(3R)-oxa-cyclohex-3-yl]pyrido[2,3-d]pyrimidin-2-one NC=1C2=C(N(C(N1)=O)[C@H]1COCCC1)N=C(C=C2)C2CC2